tert-butyl-3-[[2-(5-chloro-2-hydroxy-phenyl)acetyl]amino]-4-fluoro-benzamide C(C)(C)(C)C1=C(C(=O)N)C=CC(=C1NC(CC1=C(C=CC(=C1)Cl)O)=O)F